imidazo[1,2-a]Pyrimidine-6-carboxamide N=1C=CN2C1N=CC(=C2)C(=O)N